5-methyl-N-(6-nitrobenzo[d]thiazol-2-yl)pyrazine-2-carboxamide CC=1N=CC(=NC1)C(=O)NC=1SC2=C(N1)C=CC(=C2)[N+](=O)[O-]